FC(C=1C=CC(=NC1)CC1CCC2(CN(C2)C(=O)N2CC3(C2)NC(COC3)=O)CC1)(F)F 2-[7-[[5-(trifluoromethyl)-2-pyridinyl]methyl]-2-azaspiro[3.5]nonane-2-carbonyl]-8-oxa-2,5-diazaspiro[3.5]nonane-6-one